dioctadecylamine sodium salt [Na].C(CCCCCCCCCCCCCCCCC)NCCCCCCCCCCCCCCCCCC